methyl 3-(4-ethylisoxazol-5-yl)-5-fluorobenzoate C(C)C=1C=NOC1C=1C=C(C(=O)OC)C=C(C1)F